O1COC2=C1C=CC(=C2)B2OC(C(O2)(C)C)(C)C 2-(benzo[d][1,3]dioxol-5-yl)-4,4,5,5-tetramethyl-1,3,2-dioxaborolane